2,3-dihydroxy-3-methyl-butyric acid OC(C(=O)O)C(C)(C)O